CC1OC2C(C1)C=C(C=C2)C2=C(N=C1N2C=CC=N1)C1=CC(=NC=C1)C 3-(2-Methyl-2,3,3a,7a-tetrahydrobenzofuran-5-yl)-2-(2-methylpyridin-4-yl)imidazo[1,2-a]pyrimidine